(3R)-3-amino-5-[(4-chlorophenyl)methyl]-7-[5-(4-oxa-7-azaspiro[2.5]octan-7-yl)-1,3,4-oxadiazol-2-yl]-1,1-dioxo-2,3-dihydro-1lambda6,5-benzothiazepin-4-one N[C@H]1CS(C2=C(N(C1=O)CC1=CC=C(C=C1)Cl)C=C(C=C2)C=2OC(=NN2)N2CCOC1(CC1)C2)(=O)=O